O1C(COC2=C1C=CC=C2)CN2CC(CCC2)(C)COCOC 1-(2,3-dihydrobenzo[1,4]dioxin-2-ylmethyl)-3-methoxymethoxymethyl-3-methylpiperidine